(4R,5R)-5-(2,4-difluorophenyl)-4-(5-(3-pyridinylethynyl)-3-pyridinyl)-1,3-oxazolidin-2-one FC1=C(C=CC(=C1)F)[C@@H]1[C@H](NC(O1)=O)C=1C=NC=C(C1)C#CC=1C=NC=CC1